C1(CC1)C1=CC=2C=NC=C(C2N1)C=O cyclopropylpyrrolo[3,2-c]pyridine-7-carbaldehyde